CC=1CCC(C(C1)C=1C(=C(C(=CC1O)CCCCC)C1COC1)O)C(=C)C 5'-methyl-3-(oxetan-3-yl)-4-pentyl-2'-(prop-1-en-2-yl)-1',2',3',4'-tetrahydro-[1,1'-biphenyl]-2,6-diol